N-(2-((2R,3S)-1-ethyl-2-methylpiperidin-3-yl)-5-fluorothieno[2,3-b]pyridin-4-yl)-4,6-difluorobenzo[d]thiazol-5-amine C(C)N1[C@@H]([C@H](CCC1)C1=CC=2C(=NC=C(C2NC=2C(=CC3=C(N=CS3)C2F)F)F)S1)C